trimethyl-[7-(3-thienylsulfanyl)heptyl]ammonium C[N+](CCCCCCCSC1=CSC=C1)(C)C